C[Si]1(NC[C@@H](CCC1)NC(=O)C1=CC2=C(N=C(S2)OC)N1)C (R)-N-(1,1-dimethylsilazepan-4-yl)-2-methoxy-4H-pyrrolo[2,3-d]thiazole-5-carboxamide